FC=1CC[C@@](C=2/C=C/C=C(N3N(CC1)C(C1=C3N=C(N=C1)S(=O)C)=O)N2)(C)O (12R,E)-9-fluoro-12-hydroxy-12-methyl-2-(methylsulfinyl)-7,10,11,12-tetrahydro-5H-13,17-(azeno)pyrimido[4',5':3,4]pyrazolo[1,2-a][1,2]diazacyclotridecin-5-one